FC1=C(C(=CC(=C1)F)F)N1C=C(CC2=CC=CN=C12)C(=O)N (2,4,6-trifluorophenyl)-1,4-dihydro-1,8-naphthyridine-3-carboxamide